IC1=NNC2=C1N=C(N=C2)C=2C=NN(C2COCCOC2=C(C=CC=C2)C=C)C 3-iodo-5-[1-methyl-5-[2-(2-vinylphenoxy)ethoxymethyl]pyrazol-4-yl]-1H-pyrazolo[4,3-d]pyrimidine